BrC1=CC=C2C(N(N=C(C2=C1)OC1CN(C1)C(=O)OC(C)(C)C)CC(=O)OC)=O tert-butyl 3-((7-bromo-3-(2-methoxy-2-oxoethyl)-4-oxo-3,4-dihydrophthalazin-1-yl)oxy)azetidine-1-carboxylate